3-cyclopropyl-1-((3,3-difluorobicyclo[3.1.0]hexan-1-yl)methyl)-4-(trifluoromethyl)-1H-pyrazole-5-carboxylic acid C1(CC1)C1=NN(C(=C1C(F)(F)F)C(=O)O)CC12CC(CC2C1)(F)F